BrC=1C(=C(OCCC2CC3(CNC3)C2)C=CC1)C 6-(2-(3-bromo-2-methylphenoxy)ethyl)-2-azaspiro[3.3]heptane